1-([1,1'-biphenyl]-4-yl)piperidine tert-butyl-(3-cyclopropyl-5-(4-hydroxypiperidin-1-yl)pyrazolo[1,5-a]pyrimidin-7-yl)(4-(pyridin-2-yl)benzyl)carbamate C(C)(C)(C)OC(N(CC1=CC=C(C=C1)C1=NC=CC=C1)C1=CC(=NC=2N1N=CC2C2CC2)N2CCC(CC2)O)=O.C2(=CC=C(C=C2)N2CCCCC2)C2=CC=CC=C2